N-(1-Cyanocyclopropyl)-9-(5-(difluoromethyl)-1,3,4-thiadiazol-2-yl)-4-(3-morpholinopropyl)-9H-pyrimido[4,5-b]indole-7-sulfonamide C(#N)C1(CC1)NS(=O)(=O)C1=CC=C2C3=C(N(C2=C1)C=1SC(=NN1)C(F)F)N=CN=C3CCCN3CCOCC3